C(=O)(O)CN1C(S/C(/C1=O)=C/C=C(/C1=CC=CC=C1)\C)=S (E)-3-Carboxymethyl-5-[(2E)-Methyl-3-Phenylpropenylidene]Rhodanine